methyl 1-(4-(2-hydroxyethyl) benzyl)-5-(methoxymethyl)-1H-pyrazole-4-carboxylate OCCC1=CC=C(CN2N=CC(=C2COC)C(=O)OC)C=C1